3-[5-(5-chloroindole-1-sulfonyl)-2-fluoro-4-methoxyphenyl]-2,4-dioxo-1H-thieno[3,4-d]pyrimidine-5-carboxylic acid ClC=1C=C2C=CN(C2=CC1)S(=O)(=O)C=1C(=CC(=C(C1)N1C(NC=2C(C1=O)=C(SC2)C(=O)O)=O)F)OC